ClC=1C(=C(C=CC1OCC(CC)O)C=1C(CC(NN1)=O)C)O 6-[3-chloro-2-hydroxy-4-(2-hydroxybutoxy)phenyl]-5-methyl-4,5-dihydro-2H-pyridazin-3-one